3-(2,2-difluoroethyl)-1-(trans-4-((4-(3,4-dihydro-2,6-naphthyridin-2(1H)-yl)-5-(trifluoromethyl)-pyrimidin-2-yl)amino)cyclohexyl)-1-(5-(2-methoxypyrimidin-5-yl)pyridin-2-yl)urea FC(CNC(N(C1=NC=C(C=C1)C=1C=NC(=NC1)OC)[C@@H]1CC[C@H](CC1)NC1=NC=C(C(=N1)N1CC2=CC=NC=C2CC1)C(F)(F)F)=O)F